N-[(2-aminoquinolin-7-yl)methyl]-N-(2-methanesulfonylpyridin-3-yl)cyclopropanecarboxamide NC1=NC2=CC(=CC=C2C=C1)CN(C(=O)C1CC1)C=1C(=NC=CC1)S(=O)(=O)C